2-bromo-5-chloro-7-oxo-4,7-dihydropyrazolo[1,5-a]pyrimidine-3-carboxylic acid BrC1=NN2C(NC(=CC2=O)Cl)=C1C(=O)O